FC=1C=C(C=CC1OC(F)(F)F)[C@H](C(=O)N1CCN(CC1)C=1C2=C(N=CN1)[C@@H](C[C@H]2C)O)CN2CCC(CC2)O (S)-2-(3-fluoro-4-(trifluoromethoxy)phenyl)-1-(4-((5R,7R)-7-hydroxy-5-methyl-6,7-dihydro-5H-cyclopenta[d]pyrimidin-4-yl)piperazin-1-yl)-3-(4-hydroxypiperidin-1-yl)propan-1-one